F[C@@H](CO)C (R)-2-fluoropropan-1-ol